C(C)(C)OC1=CC=C(C(=O)NC=2C=CC=C3C(=CC=NC23)C=2C=NN(C2)C2COCC2)C=C1 4-isopropoxy-N-(4-(1-(tetrahydrofuran-3-yl)-1H-pyrazol-4-yl)quinolin-8-yl)benzamide